1-carbamoylethyl nicotinate C(C1=CN=CC=C1)(=O)OC(C)C(N)=O